C1(CCCCC1)C(CC(C)=O)=O 1-cyclohexyl-1,3-butanedione